3-bromo-N-phenylbutyramide BrC(CC(=O)NC1=CC=CC=C1)C